N-(5-(5-(methoxymethyl)benzo[d]oxazol-2-yl)-8-(methylamino)-2,7-naphthyridin-3-yl)cyclopropanecarboxamide COCC=1C=CC2=C(N=C(O2)C2=C3C=C(N=CC3=C(N=C2)NC)NC(=O)C2CC2)C1